N1-((S)-1-(((S)-4-hydroxy-3-oxo-1-((S)-2-oxopiperidin-3-yl)butan-2-yl)amino)-4,4-dimethyl-1-oxopentan-2-yl)-N2-(4-(trifluoromethoxy)phenyl)oxalamide OCC([C@H](C[C@H]1C(NCCC1)=O)NC([C@H](CC(C)(C)C)NC(C(=O)NC1=CC=C(C=C1)OC(F)(F)F)=O)=O)=O